C(#N)C1=CC=C(C=N1)NC(CCCCCCCNC(OC(C)(C)C)=O)=O tert-butyl (8-((6-cyanopyridin-3-yl)amino)-8-oxooctyl)carbamate